COC1=CC=CC=C1C1=C(C=C(C=C1C(C)C)C(C)C)C(C)C 6-methoxy-2',4',6'-triisopropyl-1,1'-biphenyl